C(C)C(C(C(C(=O)[O-])(CC)CC)(O)C(=O)[O-])C(=O)[O-] Tri-Ethylcitrat